C(C)(C)(C)OC(=O)C1CC2C(NC1C1=CC=C(C=C1)N)CCC2.BrC=2C=C(C=CC2)C=2C(=C(S(=O)(=O)N)C=CC2N)C (3-bromophenyl)(methyl)sulfanilamide tert-butyl-2-(4-aminophenyl)-2,3,4,4a,5,6,7,7a-octahydro-1H-cyclopenta[b]pyridine-3-carboxylate